4-(3-(2-methoxyethyl)-5-(1-(tetrahydro-2H-pyran-2-yl)-1H-pyrazol-5-yl)-3H-imidazo[4,5-b]pyridin-7-yl)morpholine COCCN1C=NC=2C1=NC(=CC2N2CCOCC2)C2=CC=NN2C2OCCCC2